N1(CCCCCC1)CCCNC(=O)C=1C(N(C(=C(C1)C1=CC=CC=C1)C)C1=CC(=CC=C1)C(F)(F)F)=O N-(3-azepan-1-ylpropyl)-6-methyl-2-oxo-5-phenyl-1-[3-(trifluoromethyl)phenyl]-1,2-dihydropyridine-3-carboxamide